fluorotetrahydro-1H-pyrrolo[1,2-a]pyrrol FC1C=2N(CC1)CCC2